FC=1C=C(CN(C(OC(C)(C)C)=O)C)C=C(C1)C(F)(F)F tert-Butyl 3-fluoro-5-(trifluoromethyl)benzyl(methyl)carbamate